(2RS)-2-(4-chlorobenzoylamino)-3-[2-oxo-1,2-dihydro-4-quinolinyl]propionic acid ClC1=CC=C(C(=O)N[C@@H](C(=O)O)CC2=CC(NC3=CC=CC=C23)=O)C=C1 |r|